FC1=NC=C(C=N1)C=1CCN(CC1)C(=O)OCC1=CC=CC=C1 Benzyl 4-(2-fluoropyrimidin-5-yl)-3,6-dihydropyridine-1(2H)-carboxylate